3-(1-butoxyvinyl)-2-chloropyridin-4-amine C(CCC)OC(=C)C=1C(=NC=CC1N)Cl